O=C1N(N=C2N1CCCC2)CC2=C(C=C(C(=C2)C)C)C (5S)-3-Oxo-2-(2,4,5-trimethylbenzyl)-2,3,5,6,7,8-hexahydro[1,2,4]triazolo[4,3-a]pyridin